tert-butyl N-[(2R)-1-(difluoromethoxy)-3-hydroxy (1,1-2H2)propan-2-yl]carbamate FC(OC([C@@H](CO)NC(OC(C)(C)C)=O)([2H])[2H])F